FC1=CC=C(C=C1)N1C(C=2C=NC=C(C2C1)C1=C(C=CC=C1)OCC(F)(F)F)=O 2-(4-fluorophenyl)-7-[2-(2,2,2-trifluoroethoxy)phenyl]-1,2-dihydro-3H-pyrrolo[3,4-c]pyridin-3-one